4-(4-{[2-(3-methoxy-1-methyl-1H-pyrazol-4-yl)pyrrolidin-1-yl]methyl}phenoxy)benzamide diethyl-2-(benzyloxymethyl)-2-[[3-(dimethylsulfamoyl)-4-methyl-phenyl]methyl]propanedioate C(C)OC(C(C(=O)OCC)(CC1=CC(=C(C=C1)C)S(N(C)C)(=O)=O)COCC1=CC=CC=C1)=O.COC1=NN(C=C1C1N(CCC1)CC1=CC=C(OC2=CC=C(C(=O)N)C=C2)C=C1)C